3,5-dibromo-4-nitroaniline BrC=1C=C(N)C=C(C1[N+](=O)[O-])Br